4-(8-((1R,5S)-3,8-diazabicyclo[3.2.1]octan-3-yl)-4-fluoro-5-methyl-6-(pyrimidin-5-ylmethoxy)-2,7-naphthyridin-3-yl)-6-fluoro-5-((triisopropylsilyl)ethynyl)naphthalen-2-ol [C@H]12CN(C[C@H](CC1)N2)C=2N=C(C(=C1C(=C(N=CC21)C2=CC(=CC1=CC=C(C(=C21)C#C[Si](C(C)C)(C(C)C)C(C)C)F)O)F)C)OCC=2C=NC=NC2